N1C(=NC2=C1C=CC=C2)[C@@H]2[C@H](C2)C(=O)N[C@H](C(NC2=CC=C(C=C2)C(F)(F)F)=O)C (1S,2S)-2-(1H-benzo[d]imidazol-2-yl)-N-((S)-1-oxo-1-((4-(trifluoromethyl)phenyl)amino)propan-2-yl)cyclopropane-1-carboxamide